N-((3R,4S)-4-((7-(2,6-dichloro-3,5-dimethoxyphenyl)-5-(3-methoxypyrrolidin-1-yl)-2,6-naphthyridin-3-yl)amino)tetra-hydrofuran-3-yl)acrylamide ClC1=C(C(=C(C=C1OC)OC)Cl)C1=NC(=C2C=C(N=CC2=C1)N[C@H]1[C@H](COC1)NC(C=C)=O)N1CC(CC1)OC